2-(2,6-Dioxopiperidin-3-yl)-5-(piperazin-1-yl)isoindole-1,3-dione hydrochloride Cl.O=C1NC(CCC1N1C(C2=CC=C(C=C2C1=O)N1CCNCC1)=O)=O